[N+](=O)([O-])C=1C=C(CCC(=O)O)C=CC1 3-nitrobenzylacetic acid